1,1-bis(methoxymethyl)-3,4-dicyclopentadienyl-cyclopentadiene COCC1(C=C(C(=C1)C1C=CC=C1)C1C=CC=C1)COC